methyl 1-propyl-2,3,4,9-tetrahydro-1H-pyrido[3,4-b]indole-3-carboxylate C(CC)C1NC(CC2=C1NC1=CC=CC=C21)C(=O)OC